2-(2,3-dihydroxyphenyl)benzothiazole OC1=C(C=CC=C1O)C=1SC2=C(N1)C=CC=C2